iron-cobalt-nickel-copper-magnesium [Mg].[Cu].[Ni].[Co].[Fe]